(R)-4-((1-(5-bromothiophen-2-yl)ethyl)amino)-1-methyl-6-(1-methylcyclopropyl)pyrido[3,4-d]Pyridazine-7(6H)-one BrC1=CC=C(S1)[C@@H](C)NC1=NN=C(C=2C1=CN(C(C2)=O)C2(CC2)C)C